CC(C)(C)OC(=O)N[C@H]1CCCNC1 (S)-3-Boc-aminopiperidine